N-(4-((S*)-2-(2-Fluoro-4-methoxyphenyl)propyl)-6-(((R)-1-hydroxy-4-methylpentan-2-yl)amino)-1,3,5-triazin-2-yl)methanesulfonamide FC1=C(C=CC(=C1)OC)[C@H](CC1=NC(=NC(=N1)N[C@@H](CO)CC(C)C)NS(=O)(=O)C)C |o1:9|